ClC=1C=CC(=C(C1)C1=CC(N(C=C1OC)C(C(=O)OC(C)(C)C)CCOC)=O)N1C=NC(=C1)C(F)F tert-butyl 2-[4-{5-chloro-2-[4-(difluoromethyl)-1H-imidazol-1-yl] phenyl}-5-methoxy-2-oxopyridin-1(2H)-yl]-4-methoxybutyrate